2,3-dihydroxybenzofuran-5-carboxylic acid OC=1OC2=C(C1O)C=C(C=C2)C(=O)O